5-amino-2-fluoro-4-((pyrrolidin-1-ylsulfonyl)carbamoyl)benzoic acid NC=1C(=CC(=C(C(=O)O)C1)F)C(NS(=O)(=O)N1CCCC1)=O